2-((S)-4-{7-(5-methyl-1H-indazol-4-yl)-2-[((S)-1-methylpyrrolidin-2-yl)methoxy]-5,6,7,8-tetrahydropyrido[3,4-d]pyrimidin-4-yl}-1-((E)-4-oxopent-2-enoyl)piperazin-2-yl)acetonitrile CC=1C(=C2C=NNC2=CC1)N1CC=2N=C(N=C(C2CC1)N1C[C@@H](N(CC1)C(\C=C\C(C)=O)=O)CC#N)OC[C@H]1N(CCC1)C